tert-butyl 4-(2-fluorophenyl)-3-oxopiperazine-1-carboxylate FC1=C(C=CC=C1)N1C(CN(CC1)C(=O)OC(C)(C)C)=O